CC1=C(C=CC2=C(C=C(C=C2)C=CC2=C(C=CC=C2)C)C)C=CC=C1 1,4-bis(2-methylstyryl)-2-methylbenzene